C(C)(=O)N1C(C(C2=CC=CC=C12)=O)=CC1=CC(=C(OCC(=O)O)C=C1)OC 2-(4-((1-acetyl-3-oxoindolin-2-ylidene)methyl)-2-methoxyphenoxy)-acetic acid